2-propyl-1,4-cyclohexanedicarboxylic acid C(CC)C1C(CCC(C1)C(=O)O)C(=O)O